S(=O)(=O)([O-])[O-].[NH4+].C(CCCCCCCCCCCC)C1=CC=CC=C1.[NH4+] tridecyl-benzene ammonium sulfate